ClC=1N=CC2=C(N1)C(=NN2C)C2=CCCCC2 5-chloro-3-(cyclohex-1-en-1-yl)-1-methylpyrazolo[4,3-d]pyrimidine